C(C(C)C)(=O)C1=CC(=C2C=CC=CN12)C(=O)N 3-isobutyrylindolizine-1-carboxamide